bis[3-(triethoxysilyl)propyl]di-t-butoxysilane C(C)O[Si](CCC[Si](OC(C)(C)C)(OC(C)(C)C)CCC[Si](OCC)(OCC)OCC)(OCC)OCC